methyl (S)-3-(2-((R)-3-acetamidopyrrolidin-1-yl)-2-oxoethyl)-7-methyl-2-(2-(2-oxopyridin-1(2H)-yl)ethyl)-3,7,8,9-tetrahydro-6H-imidazo[4,5-f]quinoline-6-carboxylate C(C)(=O)N[C@H]1CN(CC1)C(CN1C(=NC2=C3CC[C@@H](N(C3=CC=C21)C(=O)OC)C)CCN2C(C=CC=C2)=O)=O